COC=1C=C(C=C(C1SCCC)OC)CCN 2-(3,5-dimethoxy-4-(propylthio)phenyl)ethan-1-amine